2,5-dimethylbenzyl alcohol CC1=C(CO)C=C(C=C1)C